(4-fluorophenyl)ethyl isocyanate FC1=CC=C(C=C1)CCN=C=O